5-amino-6-(2-chloro-5-fluorophenyl)-6-hydroxy-2-methyl-3-(2,2,2-trifluoroethyl)-7,8-dihydro-6H-imidazo[5,4-e]isoindol-8-one NC=1C=C2C(=C3C(NC(C13)(O)C1=C(C=CC(=C1)F)Cl)=O)N=C(N2CC(F)(F)F)C